C=1N=CN2C1C=CC=C2NC(NC2=C(C(=O)O)C=CC=C2)=O (3-(imidazo[1,5-a]pyridin-5-yl)ureido)benzoic acid